tert-Butyl (S)-3-((1-(5-aminopyridin-2-yl)-2,2,2-trifluoroethyl)(methyl)carbamoyl)azetidine-1-carboxylate NC=1C=CC(=NC1)[C@@H](C(F)(F)F)N(C(=O)C1CN(C1)C(=O)OC(C)(C)C)C